COCCN1C2=CC=CC=C2SC=2C=CC=CC12 10-(2-methoxyethyl)-10H-phenothiazine